COC1=C(C(=CC2=C1C=1C=C(C(C(=CC1[C@H](CC2)NC(C)=O)OC)=O)C)OC)OC (S)-N-(1,2,3,9-tetramethoxy-11-methyl-10-oxo-5,6,7,10-tetrahydrobenzo[a]heptalen-7-yl)acetamide